Isopropyl 2-[acetyl(benzyl)amino]-6-hydroxy-1-benzothiophene-3-carboxylate C(C)(=O)N(C=1SC2=C(C1C(=O)OC(C)C)C=CC(=C2)O)CC2=CC=CC=C2